NC1=CC=C(OC2=CC=C(C(C)(C)C3=CC(=CC=C3)C(C3=CC=C(C=C3)OC3=CC=C(C=C3C(F)(F)F)N)(C)C)C=C2)C(=C1)C(F)(F)F 1,3-bis[4-(4-amino-6-trifluoromethylphenoxy)-α,α-dimethylbenzyl]benzene